1-tertbutyl-4-ethynylbenzene C(C)(C)(C)C1=CC=C(C=C1)C#C